N-(3-(benzyloxy)-6-oxo-6H-benzo[c]chromen-8-yl)-2-chloroacetamide C(C1=CC=CC=C1)OC1=CC=C2C3=C(C(OC2=C1)=O)C=C(C=C3)NC(CCl)=O